bis(2,4-difluorophenyl) disulfide FC1=C(C=CC(=C1)F)SSC1=C(C=C(C=C1)F)F